5-[5-[(1S,2S)-2-ethylcyclopropyl]-6-methyl-pyridazin-3-yl]-1H-pyrimidine-2,4-dione C(C)[C@@H]1[C@H](C1)C=1C=C(N=NC1C)C=1C(NC(NC1)=O)=O